C(OC1=CC(=C(C=C1)F)F)(=O)Cl 3,4-difluorophenyl carbonochloridate